ClC=1C=C(C=CC1C1(CC1)C#N)N1C(C2=CC=CC=C2[C@@H]([C@H]1C1=CC2=C(OCCO2)C=C1)C(=O)O)=O |o1:20,21| (3S,4S) or (3R,4R)-2-[3-chloro-4-(1-cyanocyclopropyl)phenyl]-3-(2,3-dihydro-1,4-benzodioxin-6-yl)-1-oxo-1,2,3,4-tetrahydroisoquinoline-4-carboxylic acid